benzene-1,3,5-triyl tris(4-((5-(anthracen-9-yloxy) pentyl) oxy) benzoate) C1=CC=CC2=CC3=CC=CC=C3C(=C12)OCCCCCOC1=CC=C(C(=O)OC2=CC(=CC(=C2)OC(C2=CC=C(C=C2)OCCCCCOC=2C3=CC=CC=C3C=C3C=CC=CC23)=O)OC(C2=CC=C(C=C2)OCCCCCOC=2C3=CC=CC=C3C=C3C=CC=CC23)=O)C=C1